(4-(benzyloxy)-3-methylphenyl)boronic acid C(C1=CC=CC=C1)OC1=C(C=C(C=C1)B(O)O)C